4-((S)-4-acryloyl-3-(cyanomethyl)piperazin-1-yl)-N-((1S,2S)-2-(dimethylamino)cyclopentyl)-7-(8-methylnaphthalen-1-yl)-5,6,7,8-tetrahydro-1,7-naphthyridine-2-carboxamide C(C=C)(=O)N1[C@H](CN(CC1)C1=CC(=NC=2CN(CCC12)C1=CC=CC2=CC=CC(=C12)C)C(=O)N[C@@H]1[C@H](CCC1)N(C)C)CC#N